COC(NC1[C@H]2CN(C[C@@H]1CC2)C=2SC(=NN2)C=2C=NC(=CC2NC(C)C)C2=CC=C1N2N=CC(=C1)C#N)=O ((1R,5S,8s)-3-(5-(6-(3-cyanopyrrolo[1,2-b]pyridazin-7-yl)-4-(isopropylamino)pyridin-3-yl)-1,3,4-thiadiazol-2-yl)-3-azabicyclo[3.2.1]oct-8-yl)carbamic acid methyl ester